(2-butyl-1-benzofuran-3-yl)(4-hydroxy-3,5-diiodophenyl)methanone C(CCC)C=1OC2=C(C1C(=O)C1=CC(=C(C(=C1)I)O)I)C=CC=C2